C(C)(C)(C)C1N(C(CC12CCN(CC2)C(=O)[O-])C)C2=NC=CC(=C2)C(F)(F)F.C(CCCCCCCCCCCCC)(=O)N(CCC(=O)O)C.[Na+] sodium myristoyl-methyl-β-alanine tert-butyl-3-methyl-2-(4-(trifluoromethyl)pyridin-2-yl)-2,8-diazaspiro[4.5]decane-8-carboxylate